CC1(N(C(CC(C1)OC(OC1CC(N(C(C1)(C)C)OCCCCCCCCCCC)(C)C)=O)(C)C)OCCCCCCCCCCC)C.CC(C1=CC=CC=C1)C=C α-methyl-vinyltoluene bis(2,2,6,6-tetramethyl-1-undecyloxypiperidin-4-yl)carbonate